C1(CCCCC1)CNC(OC1=CC(=CC(=C1)OC)C=1C=NC=C(C1)C=1OC=NN1)=O 3-(5-(1,3,4-oxadiazol-2-yl)pyridin-3-yl)-5-methoxyphenyl (cyclohexylmethyl)carbamate